N\C=C/C(C(C(F)(F)F)(F)F)=O (Z)-1-amino-4,4,5,5,5-pentafluoropent-1-en-3-one